6-[6-chloro-2-cyano-3-[[ethyl(methyl)sulfamoyl]amino]phenoxy]-3-methyl-4-oxo-quinazoline ClC1=CC=C(C(=C1OC=1C=C2C(N(C=NC2=CC1)C)=O)C#N)NS(N(C)CC)(=O)=O